C(C)C1=CC=C(C=C1)CC=C 1-ethyl-4-prop-2-enylbenzene